4-(difluoromethoxy)-2-(p-tolyl)pyridine Methyl-(((ethylthio)carbonyl)oxy)pivalate CC(C(C(=O)O)(C)C)OC(=O)SCC.FC(OC1=CC(=NC=C1)C1=CC=C(C=C1)C)F